trisalicylic acid C1=CC=C(C(=C1)C(=O)OC2=CC=CC=C2C(=O)OC3=CC=CC=C3C(=O)O)O